C(/C1=CC=CC=C1)=C\1/C(NC2=CC=C(C=C12)F)=O (Z)-3-benzylidene-5-fluoroindolin-2-one